OCC1CN(CC1)C1=CC=C(C2=C1OCO2)NC2C(NC(CC2)=O)=O 3-((7-(3-(hydroxymethyl)pyrrolidin-1-yl)benzo[d][1,3]dioxolan-4-yl)amino)piperidine-2,6-dione